1-((S)-2-(2-cyanoacetamido)-3,3-dimethylbutyryl)-4-hydroxypyrrolidine-2-carboxamide C(#N)CC(=O)N[C@H](C(=O)N1C(CC(C1)O)C(=O)N)C(C)(C)C